n-hexyl-(dimethylsilyloxy)[(trimethylsiloxy)dimethylsiloxy]silane C(CCCCC)[SiH](O[Si](C)(C)O[Si](C)(C)C)O[SiH](C)C